2-(cyclopropanesulfonylamino)-N-(4-(pyridin-3-yl)phenyl)-4,5,6,7-tetrahydrobenzo[d]thiazole-4-carboxamide C1(CC1)S(=O)(=O)NC=1SC2=C(N1)C(CCC2)C(=O)NC2=CC=C(C=C2)C=2C=NC=CC2